N-(4-(7-(1-(2-Hydroxy-2-methylpropyl)-1H-pyrazol-4-yl)-3-methyl-8-(1-methyl-1H-indazol-5-yl)-2-oxo-3,6-dihydroimidazo[4,5-d]pyrrolo[2,3-b]pyridin-1(2H)-yl)cyclohexyl)-2-methoxyacetamid OC(CN1N=CC(=C1)C1=C(C=2C(=NC=C3C2N(C(N3C)=O)C3CCC(CC3)NC(COC)=O)N1)C=1C=C3C=NN(C3=CC1)C)(C)C